(E)-1,3-diethyl-7-methyl-8-(2-(6-(oxetan-3-yloxy)pyridin-3-yl)vinyl)-1H-purine-2,6(3H,7H)-dione C(C)N1C(N(C=2N=C(N(C2C1=O)C)\C=C\C=1C=NC(=CC1)OC1COC1)CC)=O